N-[3-[5-bromo-2-(difluoromethoxy)phenyl]-1H-pyrazol-4-yl]pyrazolo[1,5-a]pyrimidine-3-carboxamide BrC=1C=CC(=C(C1)C1=NNC=C1NC(=O)C=1C=NN2C1N=CC=C2)OC(F)F